1-(6-((3-chloro-5-(trifluoro-methyl)pyridin-2-yl)meth-oxy)-4-(piperidine-1-carbonyl)quinoline-2-carbonyl)-4-(1H-pyrazol-1-yl)piperidine-4-carbonitrile ClC=1C(=NC=C(C1)C(F)(F)F)COC=1C=C2C(=CC(=NC2=CC1)C(=O)N1CCC(CC1)(C#N)N1N=CC=C1)C(=O)N1CCCCC1